2-ethoxy-1H-imidazo[4,5-b]pyridine C(C)OC=1NC=2C(=NC=CC2)N1